4-[(3R)-4-(cyclopropylcarbonyl)-3-methylpiperazin-1-yl]-2-(1-methyl-1H-pyrazol-4-yl)-6-[(oxetan-3-ylmethyl)amino]pyrimidine-5-carbonitrile C1(CC1)C(=O)N1[C@@H](CN(CC1)C1=NC(=NC(=C1C#N)NCC1COC1)C=1C=NN(C1)C)C